3-acetyl-6-chloro-1-cyclopentyl-4-methylpyridin-2(1H)-one C(C)(=O)C=1C(N(C(=CC1C)Cl)C1CCCC1)=O